C(CCCCCCCCCCC)(=O)NN([C@@H](CCCCN)C(=O)O)NC(CCCCCCCCCCC)=O Bis-Lauramidolysine